FC=1C2=C(C(=NC1N1CC(CCC1)NC(C=C)=O)NC=1C=NN(C1)C)C(NC2)=O N-(1-(7-fluoro-4-(1-methyl-1H-pyrazol-4-ylamino)-3-oxo-2,3-dihydro-1H-pyrrolo[3,4-c]pyridin-6-yl)piperidin-3-yl)acrylamide